((R)-1-(4-(ethylsulfonyl)phenyl)-2-hydroxyethyl)-2-((2S)-2-(methoxycarbamoyl)4-(4-(trifluoromethyl)phenyl)pyrrolidin-1-yl)pyrimidine-5-carboxamide C(C)S(=O)(=O)C1=CC=C(C=C1)[C@@H](CO)C1=NC(=NC=C1C(=O)N)N1[C@@H](CC(C1)C1=CC=C(C=C1)C(F)(F)F)C(NOC)=O